ClC(C(CF)(F)F)(F)F 1-chloro-1,1,2,2,3-pentafluoropropane